O-methyl-pseudouridine CO[C@H]1[C@@H](O[C@@H]([C@H]1O)CO)C1=CNC(=O)NC1=O